4-((6-hydroxy-2-(4-(tetrahydropyrrole-1-carbonyl)phenyl)naphthalene-1-yl)oxy)benzene OC=1C=C2C=CC(=C(C2=CC1)OC1=CC=CC=C1)C1=CC=C(C=C1)C(=O)N1CCCC1